2-(3,5-difluorophenyl)-5-(2-nitrophenyl)Oxazole-4-carboxylic acid ethyl ester C(C)OC(=O)C=1N=C(OC1C1=C(C=CC=C1)[N+](=O)[O-])C1=CC(=CC(=C1)F)F